O=C1N(CCC(N1)=O)N1C(C2=CC=C(C=C2C1)CN1CCNCC1)=O 4-((2-(2,4-dioxotetrahydropyrimidin-1(2H)-yl)-1-oxoisoindolin-5-yl)methyl)piperazine